NCC1=CC=C(C=C1)C1=CC(=C(C=C1)OC)S(=O)(=O)N1CCC2(C[C@H](CO2)NC[C@@H](COC=2C=C(C=CC2)S(=O)(=O)NC)O)CC1 3-((S)-3-((R)-8-(4'-(aminomethyl)-4-methoxybiphenyl-3-ylsulfonyl)-1-oxa-8-azaspiro[4.5]decan-3-ylamino)-2-hydroxypropoxy)-N-methylbenzenesulfonamide